1-(7-(3-(trifluoromethyl)benzyl)-2,7-diazaspiro[4.4]nonane-2-carbonyl)-1H-pyrazole-3-carboxamide FC(C=1C=C(CN2CC3(CCN(C3)C(=O)N3N=C(C=C3)C(=O)N)CC2)C=CC1)(F)F